CS(=O)(=O)N1CCC2(C[C@@H](NC2=O)CCC#N)CC1 (S)-3-(8-(methylsulfonyl)-1-oxo-2,8-diazaspiro[4.5]decan-3-yl)propanenitrile